(8-quinolinolat) lithium [Li+].N1=CC=CC2=CC=CC(=C12)[O-]